6,8-difluoro-indolizine-2-carboxylic acid FC1=CN2C=C(C=C2C(=C1)F)C(=O)O